ClC1=NC2=CC=C(C=C2C(=C1)Cl)C(=O)C1=CC=CC=C1 (2,4-Dichloroquinolin-6-yl)(phenyl)methanone